5-fluoro-4-((S)-5-fluoro-1-(trifluoromethyl)-2,3-dihydro-1H-benzo[d]pyrrolo[1,2-a]imidazol-7-yl)-N-(5-((hexahydropyrrolo[3,4-c]pyrrol-2(1H)-yl)methyl)pyridin-2-yl)pyrimidin-2-amine FC=1C(=NC(=NC1)NC1=NC=C(C=C1)CN1CC2CNCC2C1)C1=CC2=C(N=C3N2[C@@H](CC3)C(F)(F)F)C(=C1)F